(1S,8R)-8-Amino-6,6,9-trioxo-1,2,6,7,8,9-hexahydro-6lambda*6*-thia-9a-aza-benzo[cd]azulene-1-carboxylic acid (1H-[1,2,3]triazol-4-ylmethyl)-amide N1N=NC(=C1)CNC(=O)[C@@H]1CC2=C3C(S(C[C@@H](C(N13)=O)N)(=O)=O)=CC=C2